2-(4-isopropyl-5-(8-methoxyimidazo[1,2-a]pyridin-6-yl)-1H-pyrazol-3-yl)-5-(1-methylpiperidin-4-yl)thiazole C(C)(C)C=1C(=NNC1C=1C=C(C=2N(C1)C=CN2)OC)C=2SC(=CN2)C2CCN(CC2)C